C(C)NC1=NC(=NC=C1C(F)(F)F)NC=1C(=NN(C1)[C@@]1(C(OCC1)=O)CF)C (S)-3-(4-((4-(ethylamino)-5-(trifluoromethyl)pyrimidin-2-yl)amino)-3-methyl-1H-pyrazol-1-yl)-3-(fluoromethyl)dihydrofuran-2(3H)-one